ClC1=C(C=C(OCC(=O)NC23CC(C(CC2)(CC3)C(=O)NC(C)C=3C=NC=CC3)O)C=C1)F 4-[2-(4-chloro-3-fluorophenoxy)acetamido]-2-hydroxy-N-[1-(pyridin-3-yl)ethyl]bicyclo[2.2.2]octane-1-carboxamide